C(C)(C)(C)OC(=O)N1CCN(CC1)C1=CC2=C(N(C(N2C2COC2)=O)CC2=NC=C(C=C2)C=2OC(=NN2)C(F)F)C=C1F 4-(1-((5-(5-(Difluoromethyl)-1,3,4-oxadiazol-2-yl)pyridin-2-yl)methyl)-6-fluoro-3-(oxetan-3-yl)-2-oxo-2,3-dihydro-1H-benzo[d]imidazol-5-yl)piperazine-1-carboxylic acid tert-butyl ester